1-(3-((2-((2-cyclopropyl-4-(5-methyl-2,5-diazabicyclo[2.2.1]heptan-2-yl)phenyl)amino)-5-(difluoromethyl)pyridin-4-yl)amino)propyl)pyrrolidin-2-one C1(CC1)C1=C(C=CC(=C1)N1C2CN(C(C1)C2)C)NC2=NC=C(C(=C2)NCCCN2C(CCC2)=O)C(F)F